7-(bromomethyl)-2-chloro-3-methylquinoline BrCC1=CC=C2C=C(C(=NC2=C1)Cl)C